thieno-indoleamide N1C(=CC2=CC=C3C(=C12)C=CS3)C(=O)N